FC(OC1CCC(CC1)NC(=O)C1=NC=CC(=N1)C1=CN=CN1C)F N-((1r,4r)-4-(difluoromethoxy)cyclohexyl)-4-(1-methyl-1H-imidazol-5-yl)pyrimidine-2-carboxamide